hydroxyl-(phenol) OC1=C(C=CC=C1)O